((1r,4r)-4-(2-(6-chloro-4-(methylamino) nicotinoyl) hydrazinocarbonyl) cyclohexyl) carbamate C(N)(OC1CCC(CC1)C(=O)NNC(C1=CN=C(C=C1NC)Cl)=O)=O